4-t-butyl-catechol C(C)(C)(C)C=1C=C(C(O)=CC1)O